bromo-(2-hydroxyethyl)-2-methoxy-methylbenzamide BrC=1C(=C(C(=C(C(=O)N)C1)OC)C)CCO